1-(2-((2-(methoxycarbonyl)-4-methylthiophen-3-yl)amino)-2-oxoethyl)-1-(2-((4-methyl-2-((piperidin-4-ylmethyl)carbamoyl)thiophen-3-yl)amino)-2-oxoethyl)azepan-1-ium COC(=O)C=1SC=C(C1NC(C[N+]1(CCCCCC1)CC(=O)NC1=C(SC=C1C)C(NCC1CCNCC1)=O)=O)C